2,7-dimethyl-2-octanol CC(C)(CCCCC(C)C)O